(S)-4-(3-acetyl-2-oxoimidazolidin-1-yl)-3-(4-methylphenyl)-N-((R)-1-(4-cyanophenyl)ethyl)-4,5-dihydro-1H-pyrazole-1-carboxamide C(C)(=O)N1C(N(CC1)[C@@H]1C(=NN(C1)C(=O)N[C@H](C)C1=CC=C(C=C1)C#N)C1=CC=C(C=C1)C)=O